2-Oxo-2-[rac-(2S,5R)-4-ethyl-5-methyl-2-phenyl-piperazin-1-yl]acetamide 2,2,2-Trifluoroethyl-2-oxo-2-[rac-(2S,5R)-4-ethyl-5-methyl-2-phenyl-piperazin-1-yl]acetate FC(COC(C(N1[C@H](CN([C@@H](C1)C)CC)C1=CC=CC=C1)=O)=O)(F)F.O=C(C(=O)N)N1[C@H](CN([C@@H](C1)C)CC)C1=CC=CC=C1 |r|